O1COC2=C1C=CC(=C2)CC(C)NC(OCC)=S O-ethyl (1-(benzo[d][1,3]dioxol-5-yl)propan-2-yl)carbamothioate